6'-methoxy-N-(1-methylindazol-7-yl)-[2,3'-bipyridine]-5-sulfonamide COC1=CC=C(C=N1)C1=NC=C(C=C1)S(=O)(=O)NC=1C=CC=C2C=NN(C12)C